myristoylβ-alaninate C(CCCCCCCCCCCCC)(=O)NCCC(=O)[O-]